methyl 2-(4-amino-1-(tert-butyl)-1H-pyrazolo[3,4-d]pyrimidin-3-yl)-3-fluoro-1H-indole-6-carboxylate NC1=C2C(=NC=N1)N(N=C2C=2NC1=CC(=CC=C1C2F)C(=O)OC)C(C)(C)C